C1(CCCCC1)COC1=C(C(=O)O)C(=CC(=C1)OS(=O)(=O)C1=CC=C(C)C=C1)OS(=O)(=O)C1=CC=C(C)C=C1 2-(cyclohexylmethoxy)-4,6-bis(tosyloxy)benzoic acid